Ethyl (Z)-2-((dimethylamino)methylene)-3-oxobutanoate CN(C)\C=C(/C(=O)OCC)\C(C)=O